C(C)(C)(C)OC(N[C@@H](C)C1=CC=C(C=C1)Br)=O (S)-tert-butyl-1-(4-bromophenyl)-ethylcarbamate